Cl.FC1=C(C=CC(=C1)F)C1=NN=C(S1)C(=O)NCC1CCN(CC1)C\C=C\C1=CC=CC=C1 5-(2,4-difluorophenyl)-N-({1-[(2E)-3-phenylprop-2-en-1-yl]piperidin-4-yl}methyl)-1,3,4-thiadiazole-2-carboxamide hydrochloride